tert-butyl 4-(7-methoxyquinolin-4-yl)piperazine-1-carboxylate (tert-butyl 4-(7-methoxyquinolin-4-yl)piperazine-1-carboxylate) C(C)(C)(C)C1N(CCN(C1)C1=CC=NC2=CC(=CC=C12)OC)C(=O)O.COC1=CC=C2C(=CC=NC2=C1)N1CCN(CC1)C(=O)OC(C)(C)C